(R)-7-Bromo-chroman-3-amine BrC1=CC=C2C[C@H](COC2=C1)N